CC(=CCC/C(=C/C=C/C(=C/C=C/C=C(\\C)/C=C/C=C(\\C)/C=C/C=C(\\C)/C=O)/C)/C)C The molecule is an apo carotenoid triterpenoid that is 4,4'-diapolycopene in which one of the terminal methyl groups has been oxidised to the corresponding aldehyde. It is an apo carotenoid triterpenoid and an enal. It derives from a hydride of a 4,4'-diapolycopene.